CNCCN1CC=2C=CC(=NC2CC1)N 6-[2-(methylamino)ethyl]-7,8-dihydro-5H-1,6-naphthyridin-2-amine